NC1=NC=CC(=C1)C=1C=C(C=CC1C)/C=C/C(=O)OC methyl (E)-3-(3-(2-aminopyridin-4-yl)-4-methylphenyl)acrylate